4-(PYRIDIN-4-YLAMINO)PHENYLBORONIC ACID N1=CC=C(C=C1)NC1=CC=C(C=C1)B(O)O